methyl 1-((tert-butoxycarbonyl) amino)-cyclopentylcarboxylate C(C)(C)(C)OC(=O)NC1(CCCC1)C(=O)OC